2-methyl-4-isopropylpyrrole CC=1NC=C(C1)C(C)C